ClC1=NC=C(C=N1)NC1=NC=CC2=CC(=CC=C12)O[C@@H]1C[C@@H](CCC1)NC(C)=O N-((1R,3S)-3-((1-((2-chloropyrimidin-5-yl)amino)isoquinolin-6-yl)oxy)cyclohexyl)acetamide